The molecule is a dimethoxyflavone that is flavone substituted by methoxy groups at positions 6 and 7 and hydroxy groups at positions 5 and 4' respectively. It is a dimethoxyflavone and a dihydroxyflavone. It derives from a flavone. COC1=C(C(=C2C(=C1)OC(=CC2=O)C3=CC=C(C=C3)O)O)OC